ClC1=NC=CC(=C1)N1N=C(C(=C1)C1=CN=C(N1C)C(=O)N)C(F)(F)F 5-[1-(2-chloropyridin-4-yl)-3-(trifluoromethyl)pyrazol-4-yl]-1-methylimidazole-2-carboxamide